N-(2-((3R,5R)-3-Fluoro-5-((5-(trifluoromethyl)pyrimidin-2-yl)amino)piperidin-1-yl)-1-methyl-1H-benzo[d]imidazol-5-yl)acrylamide F[C@H]1CN(C[C@@H](C1)NC1=NC=C(C=N1)C(F)(F)F)C1=NC2=C(N1C)C=CC(=C2)NC(C=C)=O